cis-5-(3-(3-(cyclopropoxymethyl)-1-methyl-1H-pyrazole-5-carboxamido)-1H-pyrazol-5-yl)tetrahydrofuran-3-yl(4-nitrophenyl) carbonate C(OC1=C(C=C(C=C1)[N+](=O)[O-])[C@@H]1CO[C@@H](C1)C1=CC(=NN1)NC(=O)C1=CC(=NN1C)COC1CC1)([O-])=O